OC([C@H]1OC(C[C@@H]1O)OC)([2H])[2H] (2R,3S)-2-(hydroxymethyl-d2)-5-methoxytetrahydrofuran-3-ol